Cl.C(C)S(=O)(=O)N1CCC2(CN(C2)C[C@H]2CNCC2)CC1 (R)-7-(Ethylsulfonyl)-2-(pyrrolidin-3-ylmethyl)-2,7-diazaspiro[3.5]nonane hydrochloride